COC1=CC=C(CN(C2=C3NC(N(C3=NC=N2)C2CCC(CC2)C(=O)OCC)=O)CC2=CC=C(C=C2)OC)C=C1 ethyl (1R,4R)-4-(6-(bis(4-methoxybenzyl)amino)-8-oxo-7,8-dihydro-9H-purin-9-yl)cyclohexane-1-carboxylate